C(C)(C)(C)[S@](=O)N[C@H]1CC(N(C2=CC=CC=C12)C(=O)OC(C)(C)C)C tert-butyl (4S)-4-[[(S)-tert-butylsulfinyl]amino]-2-methyl-3,4-dihydro-2H-quinoline-1-carboxylate